OCC=1N=C(NC1CO)C1=CC=CC=C1 4,5-dihydroxymethyl-2-phenylimidazole